N1(CCCCC1)S(=O)(=O)C=1C=C2C=CN(C2=CC1)C(C(=O)OC)C methyl 2-[5-(1-piperidylsulfonyl)indol-1-yl]propanoate